(1R,5S,6r)-6-[4-(dimethylamino)-5-methyl-1,2-oxazol-3-yl]-3-azabicyclo[3.1.0]Hexane-3-carboxylic acid tert-butyl ester C(C)(C)(C)OC(=O)N1C[C@H]2C([C@H]2C1)C1=NOC(=C1N(C)C)C